(S)-8-(3-chlorophenoxy)-N-((1r,5S,8S)-3-(6-methoxypyridazin-4-yl)-3-azabicyclo[3.2.1]oct-8-yl)-5,6,7,8-tetrahydro-[1,2,4]triazolo[1,5-a]pyridin-2-amine ClC=1C=C(O[C@@H]2C=3N(CCC2)N=C(N3)NC3[C@H]2CN(C[C@@H]3CC2)C2=CN=NC(=C2)OC)C=CC1